((4S,5S)-5-(2-fluorophenyl)-2-methyl-1,3-dioxolan-4-yl)methyl sulfamate S(N)(OC[C@@H]1OC(O[C@H]1C1=C(C=CC=C1)F)C)(=O)=O